N1C=NC=2C=NC=3C=C(C=CC3C21)C(=O)O 1H-imidazo[4,5-c]quinoline-7-carboxylic acid